OC1=C(OC2=C1C=CC(=C2)S(=O)(=O)NC=2C(=NC=CC2)N2CCC(CC2)OC)C(=O)N hydroxy-6-(N-(2-(4-methoxypiperidin-1-yl)pyridin-3-yl)aminosulfonyl)benzofuran-2-carboxamide